potassium 4-(tertbutyloxycarbonyl)-piperazin C(C)(C)(C)OC(=O)N1CCNCC1.[K]